{4-[(2S)-2-{[(tert-butoxy)carbonyl]amino}-3-[(triphenylmethyl)carbamoyl]propanamido]phenyl}methyl (2S)-2-(hydroxymethyl)pyrrolidine-1-carboxylate OC[C@H]1N(CCC1)C(=O)OCC1=CC=C(C=C1)NC([C@H](CC(NC(C1=CC=CC=C1)(C1=CC=CC=C1)C1=CC=CC=C1)=O)NC(=O)OC(C)(C)C)=O